FC(C1=CC=C(C=C1)C1=CC=CC=C1)(F)F 4-(trifluoromethyl)-biphenyl